C1=NC=CC2=CC=C(C=C12)C1=NC(=NC=C1C#N)NC1=CC=C(C=C1)N1CCOCC1 4-(isoquinolin-7-yl)-2-((4-morpholinylphenyl)amino)pyrimidine-5-carbonitrile